(1S,3S)-methyl-3-((6-(5-fluoro-3-(hydroxymethyl)thiophen-2-yl)-2-methylpyridin-3-yl)oxy)cyclohexanecarboxylate COC(=O)[C@@H]1C[C@H](CCC1)OC=1C(=NC(=CC1)C=1SC(=CC1CO)F)C